Cl.NC(C(=O)N1CCN(CC1)C(=O)NC1=NC(N(C=C1)C1=CC(=CC=C1)CCN1CC2(CC2C1)CN)=O)(C)C 4-(2-Amino-2-methylpropanoyl)-N-(1-(3-(2-(1-(aminomethyl)-3-azabicyclo[3.1.0]hexan-3-yl)ethyl)phenyl)-2-oxo-1,2-dihydropyrimidin-4-yl)piperazine-1-carboxamide Hydrochloride Salt